C(C)(C)(C)OC(=O)N(C1=CC(=NC=2N1N=CC2C2CC2)NC[C@H]2[C@@H](CN(CC2)C(=O)OC(C)(C)C)O)C2=CC(=CC=C2)C#N tert-butyl (3S,4S)-4-((7-((tert-butoxycarbonyl)(3-cyanophenyl)amino)-3-cyclopropylpyrazolo[1,5-a]pyrimidin-5-yl)aminomethyl)-3-hydroxypiperidine-1-carboxylate